C1CCC2=C(C=3CCCC3C=C12)NC(=O)N 1-(1,2,3,5,6,7-hexahydro-s-indacen-4-yl)urea